C1(CCCCC1)CN1CCN(CCC1)CC=1C=CC2=C(C(=NO2)N2C(NC(CC2)=O)=O)C1 1-(5-((4-(cyclohexylmethyl)-1,4-diazepan-1-yl)methyl)benzo[d]isoxazol-3-yl)dihydropyrimidine-2,4(1H,3H)-dione